N1=C(C=CC=C1)C(=O)[O-].[Cr+3].N1=C(C=CC=C1)C(=O)[O-].N1=C(C=CC=C1)C(=O)[O-] Chromium picolinate